N-[6-(difluoromethyl)-2-pyridyl]-2-[1-[2-[4-[4-(2,6-dioxo-3-piperidyl)-2,5-difluoro-phenyl]-1-piperidyl]acetyl]-4-piperidyl]-7-isopropoxy-imidazo[1,2-a]pyridine-6-carboxamide FC(C1=CC=CC(=N1)NC(=O)C=1C(=CC=2N(C1)C=C(N2)C2CCN(CC2)C(CN2CCC(CC2)C2=C(C=C(C(=C2)F)C2C(NC(CC2)=O)=O)F)=O)OC(C)C)F